2-(4-carbamoylphenyl)-1-(3-(methylcarbamoyl)cyclobutyl)-N-(3-(4-phenylpiperazin-1-yl)propyl)-1H-benzo[d]imidazole-6-carboxamide C(N)(=O)C1=CC=C(C=C1)C1=NC2=C(N1C1CC(C1)C(NC)=O)C=C(C=C2)C(=O)NCCCN2CCN(CC2)C2=CC=CC=C2